(R)-5-ethynyl-2-(4-methyl-6-((1-(methyl-d3)piperidin-3-yl)amino)pyridazin-3-yl)phenol C(#C)C=1C=CC(=C(C1)O)C=1N=NC(=CC1C)N[C@H]1CN(CCC1)C([2H])([2H])[2H]